C(C)OC(=O)C=1C(=C(C(=NC1Cl)C1=NC(=CC(=C1C(F)(F)F)C)N(CC1=CC=C(C=C1)OC)CC1=CC=C(C=C1)OC)F)N Ethyl-4-amino-6'-(bis(4-methoxybenzyl) amino)-6-chloro-3-fluoro-4'-methyl-3'-(trifluoromethyl)-[2,2'-bipyridine]-5-carboxylate